O=C1NC(CC[C@H]1N1CCC2=C(C=CC=C12)N1CCC(CC1)(O)CC(=O)OC(C)(C)C)=O tert-butyl 2-[1-[1-[(3R)-2,6-dioxo-3-piperidyl]indolin-4-yl]-4-hydroxy-4-piperidyl]acetate